3-(4-(2-fluorophenoxy)-2-methylbenzoyl)-4-(((3R,6S)-6-(hydroxymethyl)tetrahydro-2H-pyran-3-yl)amino)-1H-pyrrolo[2,3-b]pyridine-5-carbonitrile FC1=C(OC2=CC(=C(C(=O)C3=CNC4=NC=C(C(=C43)N[C@H]4CO[C@@H](CC4)CO)C#N)C=C2)C)C=CC=C1